COC(=O)C=1C=CC2=C(N(C(=N2)CN2CC3=CC=C(C=C3CC2)OCC2=C(C=C(C=C2)C#N)F)CC2OCC2)C1 2-((6-((4-cyano-2-fluorobenzyl)oxy)-3,4-dihydroisoquinolin-2(1H)-yl)methyl)-1-((oxetan-2-yl)methyl)-1H-benzo[d]imidazole-6-carboxylic acid methyl ester